S1[As](SCC1)C1=CC=C(C=C1)NC(=O)C1N(CCC1)C(C)=O N-(4-(1,3,2-dithiarsolan-2-yl)phenyl)-1-acetylpyrrolidine-2-carboxamide